FC1=C(C=CC(=C1C)OC1=CC2=C(N(C=N2)C)C=C1)NC=1C2=C(N=CN1)C=CC(=N2)[C@@H]2C[C@H](N(C2)C(C=C)=O)C 1-((2R,4R)-4-(4-((2-fluoro-3-methyl-4-((1-methyl-1H-benzo[d]imidazol-5-yl)oxy)phenyl)amino)pyrido[3,2-d]pyrimidin-6-yl)-2-methylpyrrolidin-1-yl)prop-2-en-1-one